BrC1=CC2=C(N(N=C2C(=C1)F)CC)N(C1=NC(=C(C#N)C=C1)C1=CC=C(C=C1)F)C 6-((5-bromo-2-ethyl-7-fluoro-2H-indazol-3-yl)(methyl)amino)-2-(4-fluorophenyl)nicotinonitrile